1-ethyl-3-hydroxy-4-methoxy-1,3-dihydrofuro[3,4-c]pyridine-1-carboxylic acid methyl ester COC(=O)C1(OC(C=2C(=NC=CC21)OC)O)CC